1-(trans-5-(3-(pyrimidin-4-yl)phenoxy)octahydrocyclopenta[c]pyrrole-2-carbonyl)-1H-pyrazole-3-carboxylic acid N1=CN=C(C=C1)C=1C=C(OC2CC3C(CN(C3)C(=O)N3N=C(C=C3)C(=O)O)C2)C=CC1